C(C)(C)(C)OC(CN1C=2N(CC[C@H]1C(F)(F)F)C(C=C(N2)N2[C@@H](COCC2)C)=O)=O [(S)-8-((R)-3-Methyl-morpholin-4-yl)-6-oxo-2-trifluoromethyl-3,4-dihydro-2H,6H-pyrimido[1,2-a]-pyrimidin-1-yl]acetic acid tert-butyl ester